1-[3-(1,1-difluoro-2-methoxyethyl)phenyl]ethan-1-one FC(COC)(F)C=1C=C(C=CC1)C(C)=O